3-(5-amino-6-((1-(1-methylpiperidin-4-yl)-1H-pyrazol-4-yl)oxy)pyrazin-2-yl)-N-methyl-5-morpholinobenzenesulfonamide NC=1N=CC(=NC1OC=1C=NN(C1)C1CCN(CC1)C)C=1C=C(C=C(C1)N1CCOCC1)S(=O)(=O)NC